C(\C=C\C(=O)O)(=O)O.FC1=CC(=C2C(=NNC2=C1)CCN(C)C)OC 2-(6-fluoro-4-methoxy-1H-indazol-3-yl)-N,N-dimethylethan-1-amine fumarate